C1(=CC=CC=C1)C1=C(C=CC=2N(C3=CC=CC=C3C12)C1=CC=CC=C1)N(C1=CC=CC=C1)C1=CC=CC=C1 4-Phenyldiphenyl-(9-phenyl-9H-carbazole-3-yl)amine